C1(CC1)C(=O)NC=1C=C2C(=CN=C(C2=CN1)NC)C=1C(=C(C=CC1)C=1C=NN(C1)C1CN(C1)CC1=CC=CC(=N1)C(=O)N(C)C)OC 6-((3-(4-(3-(6-(Cyclopropanecarboxamido)-1-(methylamino)-2,7-naphthyridin-4-yl)-2-methoxyphenyl)-1H-pyrazol-1-yl)azetidin-1-yl)methyl)-N,N-dimethylpicolinamide